butyl 3-(1-ethoxycarbonyl-1-methyl-propoxy)pyrazole-1-carboxylate C(C)OC(=O)C(CC)(OC1=NN(C=C1)C(=O)OCCCC)C